6-cyano-3,3-dimethyl-1-((1-phenylpiperidin-4-yl)methyl)indolin-2-one C(#N)C1=CC=C2C(C(N(C2=C1)CC1CCN(CC1)C1=CC=CC=C1)=O)(C)C